ON1[C@@H]2CC[C@H](N(C1=O)C2)C(=O)N (2S,5R)-6-hydroxy-7-oxo-1,6-diazabicyclo[3.2.1]octane-2-carboxamide